N-[[2-(4-Morpholinylmethyl)phenyl]methyl]thieno[2,3-d]pyrimidin-4-amine N1(CCOCC1)CC1=C(C=CC=C1)CNC=1C2=C(N=CN1)SC=C2